C(C)(C)(C)OC([C@@H](CC=1C=C(CC2(CCN(CC2)C(=O)OCC2=CC=CC=C2)C=O)C=CC1)[C@@H]1CN(CC1)C(=O)OC(C)(C)C)=O benzyl 4-(3-((S)-3-(tert-butoxy)-2-((R)-1-(tert-butoxycarbonyl)pyrrolidin-3-yl)-3-oxopropyl)benzyl)-4-formylpiperidine-1-carboxylate